tert-butyl (2R,5S)-5-(4-((2-fluoro-5-methyl-4-((1-methyl-1H-benzo[d]imidazol-5-yl)oxy)phenyl)amino)pyrido[3,2-d]pyrimidin-6-yl)-2-methylpiperidine-1-carboxylate FC1=C(C=C(C(=C1)OC1=CC2=C(N(C=N2)C)C=C1)C)NC=1C2=C(N=CN1)C=CC(=N2)[C@H]2CC[C@H](N(C2)C(=O)OC(C)(C)C)C